(Z)-3-(2-(2-(2-(2-aminoacetamido)thiazol-4-yl)-2-(methoxyimino)acetamido)-2-boronoethyl)-2-hydroxybenzoic acid NCC(=O)NC=1SC=C(N1)/C(/C(=O)NC(CC=1C(=C(C(=O)O)C=CC1)O)B(O)O)=N/OC